FC=1C(=C2C(=NC1NC1=NC(=CC(=C1)NC)C)C(CCO2)=O)C=2CCCNCC2 7-fluoro-6-[[6-methyl-4-(methylamino)-2-pyridyl]amino]-8-(2,3,4,7-tetrahydro-1H-azepin-5-yl)-2,3-dihydropyrano[3,2-b]pyridin-4-one